CC1=CC=C(CN2C(C3=C(C=4C=CC=NC24)CCN(C3)CC3=CC(=CC=C3)Cl)=O)C=C1 6-(4-methylbenzyl)-3-(3-chlorobenzyl)-2,3,4,6-tetrahydropyrido[3,4-c][1,8]naphthyridin-5(1H)-one